COC1=CC=2N=CN=C(C2N=C1NC(=O)C=1C=NN(C1)C(F)(F)F)N1[C@H](CCC1)C1=CC=CC=C1 (R)-N-(7-methoxy-4-(2-phenylpyrrolidin-1-yl)pyrido[3,2-d]pyrimidin-6-yl)-1-(trifluoromethyl)-1H-pyrazole-4-carboxamide